C(C)(C)N1CN(CC=2C1=CN(C2)CC2=C(C(=CC=C2)C)C)C 1-isopropyl-3-methyl-6-(2,3-dimethylbenzyl)-1,6-dihydro-2H-pyrrolo[3,4-d]Pyrimidine